C1(=CC=C(C=C1)CCCC(=O)NC=1C=NC=CC1)C1=CC=CC=C1 4-([1,1'-biphenyl]-4-yl)-N-(pyridin-3-yl)butanamide